2-(4-chloro-3-fluorophenoxy)-N-[(3R*,4R*)-1-[5-(4-chlorophenyl)-1,3,4-oxadiazol-2-yl]-3-hydroxypiperidin-4-yl]acetamide ClC1=C(C=C(OCC(=O)N[C@H]2[C@@H](CN(CC2)C=2OC(=NN2)C2=CC=C(C=C2)Cl)O)C=C1)F |o1:10,11|